6-chloro-2-(2-(2-chloroacetamido)-2-methylpropoxy)-N-(3-fluoro-4-methoxybenzyl)-3-(4H-1,2,4-triazol-4-yl)benzamide ClC1=CC=C(C(=C1C(=O)NCC1=CC(=C(C=C1)OC)F)OCC(C)(C)NC(CCl)=O)N1C=NN=C1